ClC=1C=C(C=CC1C)NC(OCC1=CC(=C2C=C(C(=NC2=C1)C)C1C(NC(CC1)=O)=O)F)=O (3-(2,6-Dioxopiperidin-3-yl)-5-fluoro-2-methylquinolin-7-yl)methyl (3-chloro-4-methylphenyl)carbamate